COC1=CC=2C(=C3C(=NC2C=C1OCC=1C=NC=CC1)CCC3)NC 7-methoxy-N-methyl-6-(pyridin-3-ylmethoxy)-2,3-dihydro-1H-cyclopenta[b]quinolin-9-amine